5-bromo-7-fluoro-2,3-dihydro-1H-inden-1-ol BrC=1C=C2CCC(C2=C(C1)F)O